ClC=1C=C(C(=O)N2C3N(C(CC2)=O)C(C(N(C3)CC(CC)C)=O)C)C=CC1C(F)(F)F 1-(3-chloro-4-(trifluoromethyl)benzoyl)-6-methyl-8-(2-methylbutyl)hexahydro-4H-pyrazino[1,2-a]pyrimidine-4,7(6H)-dione